C(CCCCCCCCCCCCCCCCCCC)(=O)NCCN(CC)CC arachidamidoethyldiethylamine